6-chloro-2-methyl-4-[3-[6-(trifluoromethyl)-3-pyridyl]-7,8-dihydro-5H-1,6-naphthyridin-6-yl]quinazoline ClC=1C=C2C(=NC(=NC2=CC1)C)N1CC=2C=C(C=NC2CC1)C=1C=NC(=CC1)C(F)(F)F